(S)-1-(3-(2-fluoro-3-methylphenyl)imidazo[1,5-a]pyrazin-8-yl)-4'H,6'H-spiro[piperidin-4,5'-pyrrolo[1,2-b]pyrazol]-4'-amine FC1=C(C=CC=C1C)C1=NC=C2N1C=CN=C2N2CCC1([C@@H](C=3N(N=CC3)C1)N)CC2